C(#N)C(C(=O)NC([O-])=O)=NNC1=CC(=C(C(=C1)I)OC1=CC(=C(C=C1)O)C(=C)C)I (2-cyano-2-(2-(3,5-diiodo-4-(4-hydroxy-3-isopropenylphenoxy)phenyl)hydrazono)acetyl)carbamate